Cl.CN1CCN2C=3C(=CC=CC13)[C@H]1[C@@H]2CCNC1 (6bR,10aS)-3-methyl-2,3,6b,7,8,9,10,10a-octahydro-1H-pyrido-[3',4':4,5]-pyrrolo[1,2,3-de]quinoxaline hydrochloride